4-methyl-2-(tetrahydro-2H-pyran-2-yl)quinoline CC1=CC(=NC2=CC=CC=C12)C1OCCCC1